COC1=CC=C(CN2C(C2C(F)(F)F)C(=O)[O-])C=C1 1-(4-methoxybenzyl)-3-(trifluoromethyl)aziridine-2-carboxylate